2,3,6,7-tetrahydro-1H,11H-pyrano[2,3-f]pyrido[3,2,1-ij]quinoline C1CCN2C3=C(C=C4C(=C13)OCC=C4)CCC2